4-(2-(diethylamino)ethoxy)aniline C(C)N(CCOC1=CC=C(N)C=C1)CC